C(CC)C1=CC=C(C=C1)C1=NC=NC2=CC=CC=C12 4-(4-propylphenyl)quinazoline